C1=CC=CC=2C=CC3=CC4=CC(CC=C4C=C3C21)=O benzoanthrone